CNC1=C(N=C(S1)C(F)(F)F)C(=O)OCC ethyl 5-(methylamino)-2-(trifluoromethyl)thiazole-4-carboxylate